8-[6-(1-acetylpiperidin-4-yl)-7-difluoromethyl-3,4-dihydro-2H-quinolin-1-yl]-3-methoxy-[1,7]naphthyridine-6-carboxylic acid methylamide CNC(=O)C=1C=C2C=C(C=NC2=C(N1)N1CCCC2=CC(=C(C=C12)C(F)F)C1CCN(CC1)C(C)=O)OC